C(C)(C)(C)OC(=O)N1CC(C1)[C@@H](C1=CC=CC=C1)N1N=CC(=C1)N (S)-3-((4-amino-1H-pyrazol-1-yl)(phenyl)methyl)azetidine-1-carboxylic acid tert-butyl ester